2-spiro[2H-benzofuran-3,1'-cyclopropane]-4-yloxypyrimidin-5-amine C12(CC1)COC1=C2C(=CC=C1)OC1=NC=C(C=N1)N